C(#N)C1=C(C=CC=C1)[C@@H](C(F)(F)C=1N(C(C(=C(N1)C(=O)NC=1C=NOC1)O)=O)C)C=1C=NN(C1)C (R)-2-(2-(2-cyanophenyl)-1,1-difluoro-2-(1-methyl-1H-pyrazol-4-yl)ethyl)-5-hydroxy-N-(isoxazol-4-yl)-1-methyl-6-oxo-1,6-dihydropyrimidine-4-carboxamide